CC1=CC=C(C=C1)S(=O)(=O)OC[C@@H]1CNC(C1)=O (S)-(5-oxopyrrolidin-3-yl)methyl 4-methylbenzenesulfonate